(S)-(1-((2-((1-(6-(2-(Diisopropylcarbamoyl)-4-fluorophenoxy)-1,2,4-trioxazin-5-yl)pyrrolidin-3-yl)methyl)-2,7-diazaspiro[3.5]nonan-7-yl)sulfonyl)piperidin-4-yl)carbamate C(C)(C)N(C(=O)C1=C(OC2=C(ONOO2)N2C[C@@H](CC2)CN2CC3(C2)CCN(CC3)S(=O)(=O)N3CCC(CC3)NC([O-])=O)C=CC(=C1)F)C(C)C